N[C@H](C=1N=C2N(N=C(C=C2)C[C@H]2C(NCCC2)=O)C1)C1CCC(CC1)C (S)-3-((2-((S)-amino((1r,4S)-4-methylcyclohexyl)methyl)imidazo[1,2-b]pyridazin-6-yl)methyl)piperidin-2-one